CC1(OB(OC1(C)C)C1=CC=C(C=C1)C1=C(C2=C(O1)C1=CC=CC=C1C=1C=CC=CC12)C1=CC=CC=C1)C (d)-2-(4-(4,4,5,5-tetramethyl-1,3,2-dioxaborolan-2-yl)phenyl)-3-phenyl-phenanthro[9,10-b]furan